N-methyl-2-[4-[6-[3-(6-methyl-2-pyridyl)-1H-pyrazol-4-yl]-1,5-naphthyridin-3-yl]triazol-1-yl]ethanamine CNCCN1N=NC(=C1)C=1C=NC2=CC=C(N=C2C1)C=1C(=NNC1)C1=NC(=CC=C1)C